BrC=1C=C(C=C2C(NC(C2)=O)=O)C=CC1 3-(3-bromobenzylidene)pyrrolidine-2,5-dione